(S)-6-(2-(trifluoromethyl)morpholino)quinoline-4-carboxylic acid ethyl ester C(C)OC(=O)C1=CC=NC2=CC=C(C=C12)N1C[C@H](OCC1)C(F)(F)F